5-(4-Chloro-3-nitro-5-{[(1S)-1-(piperidin-4-yl)ethyl]amino}phenyl)-1,3,4-oxadiazol-2(3H)-one ClC1=C(C=C(C=C1N[C@@H](C)C1CCNCC1)C1=NNC(O1)=O)[N+](=O)[O-]